NC1=C(C=C(C=N1)NC(C(=O)N1[C@@H](CC[C@H](C1)C)C=1C=CC2=C(N=C(S2)C)C1)=O)CC N-(6-amino-5-ethyl-3-pyridyl)-2-[(2S,5R)-5-methyl-2-(2-methyl-1,3-benzothiazol-5-yl)-1-piperidyl]-2-oxo-acetamide